N-[2-(tert-butylcarbamoyl)-4-cyano-6-methylphenyl]-1-(3-chloropyridin-2-yl)-3-{[5-(trifluoromethyl)-1H-tetrazol-1-yl]methyl}-1H-pyrazole-5-carboxamide C(C)(C)(C)NC(=O)C1=C(C(=CC(=C1)C#N)C)NC(=O)C1=CC(=NN1C1=NC=CC=C1Cl)CN1N=NN=C1C(F)(F)F